methyl-(2,2,2-trifluoroethyl)amine CNCC(F)(F)F